(3-{[2-(4-chlorophenyl)imidazo[1,2-a]pyridin-3-yl]methyl}-3,6-diazabicyclo[3.1.1]hept-6-yl)(2-fluorophenyl)methanone ClC1=CC=C(C=C1)C=1N=C2N(C=CC=C2)C1CN1CC2N(C(C1)C2)C(=O)C2=C(C=CC=C2)F